ClC=1C(=NC=CC1)C#N chloro-2-cyanopyridin